C[Si](C)(C)CC(=O)OCC Ethyl Trimethylsilylacetate